N1C(CCCC1)C(=O)OC1=C(C=C(C=C1)CNC(CCCC\C=C\C(C)C)=O)OC (E)-2-methoxy-4-[(8-methylnon-6-enamido)methyl]phenyl piperidine-2-carboxylate